tert-butyl 4-(3-(2-(3-(aminomethyl)-4-methylphenoxy)ethyl)piperidin-1-yl)-4-oxobutanoate NCC=1C=C(OCCC2CN(CCC2)C(CCC(=O)OC(C)(C)C)=O)C=CC1C